2-(3-(8-amino-1-(7-methoxy-5-methylbenzo[b]thiophen-2-yl)imidazo[1,5-a]pyrazin-3-yl)pyrrolidine-1-carbonyl)-4-methyl-4-morpholinopent-2-enenitrile NC=1C=2N(C=CN1)C(=NC2C2=CC1=C(S2)C(=CC(=C1)C)OC)C1CN(CC1)C(=O)C(C#N)=CC(C)(N1CCOCC1)C